C(C)(=O)N1CC2=NC(=C(N=C2CC1)N1CCC(CC1)OC1=C(C=C(C=C1)F)F)C1=CC=CC(=N1)C=O 6-(6-acetyl-2-(4-(2,4-difluorophenoxy)piperidin-1-yl)-5,6,7,8-tetrahydropyrido[3,4-b]pyrazin-3-yl)picolinaldehyde